C(C1=CC=CC=C1)OC1=C(C=CC=C1F)F 2-(Benzyloxy)-1,3-difluorobenzene